COC(CN1C[C@@H](CC1)O)OC (R)-1-(2,2-dimethoxyethyl)pyrrolidin-3-ol